ClC1=C(C=2N(C=C1)C=CN2)C2=C(C=C(C=C2OC)CCC)OC 7-Chloro-8-(2,6-dimethoxy-4-propylphenyl)imidazo[1,2-a]pyridine